5-((1s,4R)-4-hydroxycyclohexyl)-N3-methyl-1-((S)-1-phenylethyl)-1H-pyrazole-3,5-dicarboxamide OC1CCC(CC1)C1(C=C(NN1[C@@H](C)C1=CC=CC=C1)C(=O)NC)C(=O)N